[Fe+2].[Li+].[OH-].[OH-].[OH-] hydroxide lithium iron